1,1'-Bis(triphenylphosphino)ferrocene C1(=CC=CC=C1)P([C-]1C=CC=C1)(C1=CC=CC=C1)C1=CC=CC=C1.[C-]1(C=CC=C1)P(C1=CC=CC=C1)(C1=CC=CC=C1)C1=CC=CC=C1.[Fe+2]